3-azabicyclo[3.2.1]octan-8-ylcarbamic acid tert-butyl ester C(C)(C)(C)OC(NC1C2CNCC1CC2)=O